N-(5-(2-(4-azaspiro[2.4]heptan-4-yl)acetamido)-2-methylpyridin-3-yl)-7-(2-methyl-2H-1,2,3-triazol-4-yl)-[1,2,4]triazolo[4,3-a]pyridine-3-carboxamide C1CC12N(CCC2)CC(=O)NC=2C=C(C(=NC2)C)NC(=O)C2=NN=C1N2C=CC(=C1)C1=NN(N=C1)C